FC(C(=O)N)(C1=CC=NN1C)F 2,2-difluoro-2-(1-methyl-1H-pyrazol-5-yl)acetamide